C1(CC1)C=1C(=C(C=CC1)SC=1N=NC=2CCCCC2C1C1=NOCC(N1)CC1=C(C=C(C=C1)C)C)F 3-[(3-Cyclopropyl-2-fluorophenyl)sulfanyl]-4-[5-(2,4-dimethylbenzyl)-5,6-dihydro-4H-1,2,4-oxadiazin-3-yl]-5,6,7,8-tetrahydrocinnoline